2-acetamido-5-bromoisonicotinic acid C(C)(=O)NC=1C=C(C(=O)O)C(=CN1)Br